FC1=C(C=C(C=C1)F)[C@@H]1C[C@@H](C=2N1N=C(N2)S(=O)(=O)[C@H]2[C@@H](C2)F)F (5S,7s)-5-(2,5-difluorophenyl)-7-fluoro-2-[(1r,2r)-2-fluorocyclopropyl]sulfonyl-6,7-dihydro-5H-pyrrolo[1,2-b][1,2,4]triazole